(S)-5-(3-ethoxy-4-pyridinyl)-3-methyl-N-[(1-methylpyrazol-4-yl)methyl]-1-[1-methylpropyl]pyrazolo[4,3-b]pyridin-7-amine C(C)OC=1C=NC=CC1C1=CC(=C2C(=N1)C(=NN2[C@H](CC)C)C)NCC=2C=NN(C2)C